FC1=CC=C(C=C1)CC(=O)N1CCN(CC1)C(=O)C1=CC(=C(C=C1)NS(=O)(=O)C=1C=CC=C2C=CC=NC12)C N-(4-(4-(2-(4-Fluorophenyl)acetyl)piperazine-1-carbonyl)-2-methylphenyl)quinoline-8-sulfonamide